[BH4-].C(CCCC)(=O)O[NH+](OC(CCCC)=O)OC(CCCC)=O trivaleryloxyammonium borohydride